2-(tributyl-phosphanylidene)acetonitrile C(CCC)P(=CC#N)(CCCC)CCCC